(S)-4-toluenesulfonic acid 1-((3R,4R)-3-(tert-butyldimethylsilyloxy)-1-(5-(trifluoromethyl) pyrimidin-2-yl) piperidin-4-yl)-2-oxopyrrolidin-3-yl ester [Si](C)(C)(C(C)(C)C)O[C@@H]1CN(CC[C@H]1N1C([C@H](CC1)OS(=O)(=O)C1=CC=C(C)C=C1)=O)C1=NC=C(C=N1)C(F)(F)F